OC1=CC=C(C=C1)C1CCN(CC1)C(=O)OCC1=CC=CC=C1 benzyl 4-(4-hydroxyphenyl)piperidine-1-carboxylate